[Si](C)(C)(C(C)(C)C)OCCCOCC1=C(C=CC(=C1)[N+](=O)[O-])N1CCN(CC1)C 1-(2-((3-((tert-butyldimethylsilyl)oxy)propoxy)methyl)-4-nitrophenyl)-4-methylpiperazine